ethyl (E)-2-(4-bromo-2,5-dimethoxybenzylidene)butanoate BrC1=CC(=C(\C=C(\C(=O)OCC)/CC)C=C1OC)OC